4-[4-[(4'-Chloro[1,1'-biphenyl]-2-yl)methyl]-1-piperazinyl]-N-[[4-[[(1R)-3-(dimethylamino)-1-[(phenylthio)methyl]propyl]amino]-3-nitrophenyl]sulfonyl]-benzamide CALCIUM CHLORIDE [Cl-].[Ca+2].ClC1=CC=C(C=C1)C1=C(C=CC=C1)CN1CCN(CC1)C1=CC=C(C(=O)NS(=O)(=O)C2=CC(=C(C=C2)N[C@H](CCN(C)C)CSC2=CC=CC=C2)[N+](=O)[O-])C=C1.[Cl-]